Benzyl ((S)-1-(((S)-1-(((S)-1-hydroxy-3-((S)-2-oxopyrrolidin-3-yl)propan-2-yl)amino)-4-methyl-1-oxopentan-2-yl)amino)-3-methyl-1-oxobutan-2-yl)carbamate OC[C@H](C[C@H]1C(NCC1)=O)NC([C@H](CC(C)C)NC([C@H](C(C)C)NC(OCC1=CC=CC=C1)=O)=O)=O